NC=1C2=C(N=C(N1)C)C=CC(=N2)C=2C=C(C=CC2)C#C[C@@]2(C(N(CC2)C)=O)O (S)-3-((3-(4-Amino-2-methylpyrido[3,2-d]pyrimidin-6-yl)phenyl)ethynyl)-3-hydroxy-1-methylpyrrolidin-2-one